C(C)(C)(C)OC(=O)N1CCN(CC1)C1=C(C=C(C=C1)NC(C1=CC=C(C=C1)Br)=O)OC 4-[4-(4-bromo-benzoylamino)-2-methoxy-phenyl]-piperazine-1-carboxylic acid tert-butyl ester